ClC1=CC=C(S1)CNC1=CC(=NN1C(C(CO)(C)C)=O)C1CCN(CC1)CCOC 1-(5-{[(5-chlorothiophen-2-yl)methyl]amino}-3-[1-(2-methoxyethyl)piperidin-4-yl]-1H-pyrazol-1-yl)-3-hydroxy-2,2-dimethylpropan-1-one